C(CC(=O)O)(=O)O.N1=CN=C(C2=C1NC=C2)N[C@@H]2CC[C@@H](N(C2)C(C=C)=O)C 1-((2S,5R)-5-((7H-pyrrolo[2,3-d]pyrimidin-4-yl)amino)-2-methylpiperidin-1-yl)prop-2-en-1-one malonic acid salt